(2-(4-(tert-butoxycarbonyl)-2-oxopiperazin-1-yl)thiazol-4-yl)boronic acid C(C)(C)(C)OC(=O)N1CC(N(CC1)C=1SC=C(N1)B(O)O)=O